C1(CC1)CC(=O)NCCOC cyclopropyl-N-(2-methoxyethyl)acetamide